(2R)-2-(6-{5-Chloro-2-[(oxan-4-yl)amino]pyrimidin-4-yl}-1-oxo-2,3-dihydro-1H-isoindol-2-yl)-N-[(1S)-1-{5-chloro-2-[ethyl(methyl)amino]pyridin-4-yl}-2-hydroxyethyl]propanamid ClC=1C(=NC(=NC1)NC1CCOCC1)C1=CC=C2CN(C(C2=C1)=O)[C@@H](C(=O)N[C@H](CO)C1=CC(=NC=C1Cl)N(C)CC)C